FC=1C=CC2=C(N=C(O2)NC=2OC3=C(N2)C=C(C=C3)CNCC(=O)O)C1 ({[2-(5-fluoro-1,3-benzoxazol-2-ylamino)-1,3-benzoxazol-5-yl]methyl}amino)acetic acid